C1=CC=CC2=CC=CC(=C12)NCCCCNC(N)=N 8-naphthylagmatine